C(C)(C)(C)OC(=O)N1CCC(CC1)=CC1=NC=C(C=C1)Cl 4-[(5-chloro-2-pyridinyl)methylene]piperidine-1-carboxylic acid tert-butyl ester